FC=1C=CC=2CCCC(C2C1)F 3,5-difluoro-5,6,7,8-tetrahydronaphthalene